N[C@@H]1C2=CC=CC=C2CC12CCN(CC2)C=2N=CC(=NC2CO)C#CCOC=2C=C(C#N)C=CC2 (S)-3-((3-(5-(1-Amino-1,3-dihydrospiro[indene-2,4'-piperidin]-1'-yl)-6-(hydroxymethyl)Pyrazin-2-yl)prop-2-yn-1-yl)oxy)benzonitrile